(3-(4-Acetylpiperazin-1-yl)phenyl)-5-(5-fluoroisoindolin-2-yl)-3-isopropyl-7-(1H-pyrazol-4-yl)pyrazolo[1,5-a]pyrimidine-2-carboxamide C(C)(=O)N1CCN(CC1)C=1C=C(C=CC1)C=1C(=NC=2N(C1C=1C=NNC1)N=C(C2C(C)C)C(=O)N)N2CC1=CC=C(C=C1C2)F